N-(3-cyano-1-(2,6-dichloro-4-(trifluoromethyl)phenyl)-1H-pyrazol-5-yl)propionamide C(#N)C1=NN(C(=C1)NC(CC)=O)C1=C(C=C(C=C1Cl)C(F)(F)F)Cl